methyl (1R)-3,3-dimethoxycyclopentane-1-carboxylate COC1(C[C@@H](CC1)C(=O)OC)OC